C(#N)C(C(=O)O)CCCC(=O)O 2-cyanoadipic acid